tert-butyl (tert-butoxycarbonyl)(5-((4-((tert-butoxycarbonyl)amino)butyl)(2-(2,6-dioxopiperidin-3-yl)-1-oxoisoindolin-4-yl)amino)-3,3-dimethylpentyl)carbamate C(C)(C)(C)OC(=O)N(C(OC(C)(C)C)=O)CCC(CCN(C1=C2CN(C(C2=CC=C1)=O)C1C(NC(CC1)=O)=O)CCCCNC(=O)OC(C)(C)C)(C)C